3-Methyl-8-(1-methyl-1H-indazol-5-yl)-7-(pyrazolo[1,5-a]pyrimidin-3-yl)-1-(tetrahydro-2H-pyran-4-yl)-3,6-dihydroimidazo[4,5-d]pyrrolo[2,3-b]pyridin-2(1H)-on CN1C(N(C2=C3C(=NC=C21)NC(=C3C=3C=C2C=NN(C2=CC3)C)C=3C=NN2C3N=CC=C2)C2CCOCC2)=O